ClC=1N=CC(=C2C=CC=NC12)NCC1(COCC1)O 3-(((8-Chloro-1,7-naphthyridin-5-yl)amino)methyl)tetrahydrofuran-3-ol